FC1=C(C=C(C=C1)C1=NC=CC=C1C=1C=CC=2N(C1)C(=CN2)C(=O)NC2=CC(=C(C(=C2)OC)OC)OC)C 6-(2-(4-Fluoro-3-methylphenyl)pyridin-3-yl)-N-(3,4,5-trimethoxyphenyl)imidazo[1,2-a]pyridine-3-carboxamide